FC(C1=C(CNC(=O)C2=NOC(=N2)C2(CC2)C)C=CC(=C1)C1=C(C=NC=C1)N1CCN(CC1)C(\C=C\CN(C)C)=O)F (E)-N-(2-(difluoromethyl)-4-(3-(4-(4-(dimethylamino)but-2-enoyl)piperazin-1-yl)pyridin-4-yl)benzyl)-5-(1-methylcyclopropyl)-1,2,4-oxadiazole-3-carboxamide